tert-butyl (2,3-difluoro-4-hydroxy-5-methylphenyl)carbamate FC1=C(C=C(C(=C1F)O)C)NC(OC(C)(C)C)=O